N1CC2(C=3C1=NC=C(C3)C=3C(=C(C(=O)N(C(C)C=1C=NN(C1)C)C)C=CC3)F)CC2 3-(1',2'-dihydrospiro[cyclopropane-1,3'-pyrrolo[2,3-b]pyridin]-5'-yl)-2-fluoro-N-methyl-N-(1-(1-methyl-1H-pyrazol-4-yl)ethyl)benzamide